ClC=1C=C(CN2C3(CCN(C3)C3=NC=C(C(=O)N)C=C3)C(N(CC2=O)C(C)C)=O)C=CC1Cl 6-(6-(3,4-dichlorobenzyl)-9-isopropyl-7,10-dioxo-2,6,9-triazaspiro[4.5]decan-2-yl)nicotinamide